C(C)(=O)NN[C@H]1[C@H](O)O[C@@H]([C@@H]([C@@H]1O)O)CO N-acetylamino-β-D-galactosamine